FC(C1=NC=CC(=C1)C1=NOC(=C1)[C@@H](C)N)(F)F (R)-1-(3-(2-(trifluoromethyl)pyridin-4-yl)isoxazol-5-yl)ethan-1-amine